N=1N(N=C2C1C=CC=C2)C2=C(C(=CC(=C2)C(C)(C2=CC=CC=C2)C)C(C)(C)C2=CC=CC=C2)O (2H-benzotriazole-2-yl)-4,6-bis(1-methyl-1-phenylethyl)phenol